CC1=CC=C(C(=N1)N1N=CC=N1)C(=O)N1[C@@H]2[C@@H](C[C@H](C1)C2)NC2=NC=C(C=C2)C(F)(F)F (6-methyl-2-(2H-1,2,3-triazol-2-yl)pyridin-3-yl)((1S,4S,6R)-6-((5-(trifluoromethyl)pyridin-2-yl)amino)-2-azabicyclo[2.2.1]heptan-2-yl)methanone